BrC1=C(C(=C(NC)C=C1OC)[N+](=O)[O-])Cl 4-bromo-3-chloro-5-methoxy-N-methyl-2-nitroaniline